[SiH4].[NH2+]=C(O)N uronium silane